CC1=CC=CC(=N1)C=1N=C2N(CC(N2)C#N)C1C1=CC=2C=NC=CC2S1 6-(6-Methyl-pyridin-2-yl)-5-thieno[3,2-c]pyridin-2-yl-2,3-dihydro-1H-imidazo[1,2-a]imidazole-2-Carbonitrile